CN(C(=O)C=1N=C2N(C=CC=C2C2=C(C=CC=C2)OCC(F)(F)F)C1)CCN1CCCC1 N-methyl-N-(2-(pyrrolidin-1-yl)ethyl)-8-(2-(2,2,2-trifluoroethoxy)phenyl)imidazo[1,2-a]pyridine-2-carboxamide